rac-(4aR,8aS)-6-[3-[[4-(trifluoromethyl)phenyl]methyl]pyrrolidine-1-carbonyl]-4,4a,5,7,8,8a-hexahydropyrido[4,3-b][1,4]oxazin-3-one FC(C1=CC=C(C=C1)CC1CN(CC1)C(=O)N1C[C@@H]2[C@@H](OCC(N2)=O)CC1)(F)F |r|